4-thiazoleamine S1C=NC(=C1)N